N1=CC(=CC=C1)N1N=C2C=CC=C(C2=C1)C(=O)Cl 2-(3-pyridinyl)indazole-4-carbonyl chloride